FC1(CCN(CC1)C1=NC(=CC(=N1)NC(=O)C1=C(C=C(C=C1)NS(=O)(=O)CCO)C1=CCC2(CC2)CC1)C)F N-[2-(4,4-difluoropiperidinyl)-6-methylpyrimidin-4-yl](4-{[(2-hydroxyethyl)sulfonyl]amino}-2-spiro[2.5]oct-5-en-6-ylphenyl)carboxamide